(S)-1-methyl-5-oxopyrrolidin-3-yl (8-amino-7-fluoro-6-(4-methyl-5,6,7,8-tetrahydro-1,5-naphthyridin-3-yl)isoquinolin-3-yl)carbamate NC=1C(=C(C=C2C=C(N=CC12)NC(O[C@@H]1CN(C(C1)=O)C)=O)C=1C=NC=2CCCNC2C1C)F